C(C)(C)(C)ON1C[C@H](CCC1)Cl (S)-1-tert-butyloxy-3-chloropiperidine